Imidazolelactic acid-d3 N1C(=NC(=C1[2H])[2H])CC(C(=O)O)(O)[2H]